2-(4-chloro-3-fluoro-phenoxy)-N-(1-ethynyl-3-bicyclo[1.1.1]pentanyl)acetamide EthylEnimin N1CC1.ClC1=C(C=C(OCC(=O)NC23CC(C2)(C3)C#C)C=C1)F